FC1(OC2=C(O1)C=CC(=C2)OC2=C(C=CC(=N2)N2C(NC(C2=O)(C)C)=O)F)F 3-[6-[(2,2-difluoro-1,3-benzodioxol-5-yl)oxy]-5-fluoro-2-pyridyl]-5,5-dimethyl-imidazolidine-2,4-dione